C(C)(=O)OC=1C=CC=C2NC=C(C(C(N(C)C)([2H])[2H])[2H])C12 4-acetoxy-α,α,β-trideutero-N,N-dimethyltryptamine